3,4-dimethyl-2-nitrobenzoic acid CC=1C(=C(C(=O)O)C=CC1C)[N+](=O)[O-]